6-[4-benzyloxy-6-fluoro-1-(4-fluoro-3-methyl-phenyl)-2-isopropyl-indol-3-yl]Spiro[3.3]Heptane-2-carboxylic acid methyl ester COC(=O)C1CC2(C1)CC(C2)C2=C(N(C1=CC(=CC(=C21)OCC2=CC=CC=C2)F)C2=CC(=C(C=C2)F)C)C(C)C